C1(CC1)N1C(=NC(=C1)C(F)(F)F)C1=CC=C(CC2=CN=CC=3N2N=C(N3)C=3C(=NC=NC3OC)C3CC3)C=C1 5-(4-(1-cyclopropyl-4-(trifluoromethyl)-1H-imidazol-2-yl)benzyl)-2-(4-cyclopropyl-6-methoxypyrimidin-5-yl)-[1,2,4]triazolo[1,5-a]pyrazine